C(C1=CC=CC=C1)NC(=O)[C@]12[C@@H]([C@@H]3[C@H](C(N1)=O)[C@@H](CN3CC3=CC=C(C=C3)C)C2)CC(C)C |o1:10,11,12,13,17| (3S*,3aR*,6S*,7R*,7aR*)-N-benzyl-7-isobutyl-1-(4-methylbenzyl)-4-oxooctahydro-6H-3,6-methanopyrrolo[3,2-c]pyridine-6-carboxamide